(S)-methyl 5-(4-(2-(2-hydroxyphenyl)-6a,7,9,10-tetrahydro-5H-pyrazino[1',2':4,5]pyrazino[2,3-c]pyridazin-8(6H)-yl)-[1,4'-bipiperidin]-1'-yl)picolinate OC1=C(C=CC=C1)C=1C=C2C(=NN1)NC[C@@H]1N2CCN(C1)C1CCN(CC1)C1CCN(CC1)C=1C=CC(=NC1)C(=O)OC